2-(benzyloxy)-5,6-difluoro-4-methyl-3-(trifluoromethyl)benzaldehyde C(C1=CC=CC=C1)OC1=C(C=O)C(=C(C(=C1C(F)(F)F)C)F)F